CC1=CC(=NC=C1C1=CC=CC=C1)C1=CC=CC=C1 4-methyl-2,5-diphenylpyridine